[Br-].C(CCCCCCCCCCC)[N+](CCOC1=CC=CC=C1)(C)C dodecyl-dimethyl-(2-phenoxyethyl)ammonium bromide